ClC=1C(=NC(=NC1)NC=1C=NN(C1)C1CCN(CC1)C)C1=CC=C(C(=O)N[C@@H](CC)C#N)C=C1 (S)-4-(5-chloro-2-((1-(1-methylpiperidin-4-yl)-1H-pyrazol-4-yl)amino)pyrimidin-4-yl)-N-(1-cyanopropyl)benzamide